CC1=C(C=C(C2=C1CCO2)C(=O)N[C@H]2CCOC[C@@H]2O)CC2=CC=C(C=C2)C2=NOC(=C2)C 1,5-anhydro-2,3-dideoxy-3-[(4-methyl-5-{[4-(5-methyl-1,2-oxazol-3-yl)phenyl]methyl}-2,3-dihydro-1-benzofuran-7-carbonyl)amino]-L-threo-pentitol